FC1=CC=C(OC2=C(C(=O)NCC3=CC=C(C(=O)O)C=C3)C=C(C=C2)C2=NC=NC=C2)C=C1 4-((2-(4-fluorophenoxy)-5-(pyrimidin-4-yl)benzamido)methyl)benzoic acid